N1(N=CC=C1)CCCCCC1=C2CN(C(C2=CC=C1)=O)C1C(NC(CC1)=O)=O 3-(4-(5-(1H-pyrazol-1-yl)pentyl)-1-oxoisoindolin-2-yl)piperidine-2,6-dione